ClC=1C(N(C(=CC1OCC1=C(CNC(N(C)C)=O)C=C(C=C1)F)C)C1=C(C=CC=C1F)F)=O 3-(2-((3-chloro-1-(2,6-difluorophenyl)-1,2-dihydro-6-methyl-2-oxopyridin-4-yloxy)methyl)-5-fluorobenzyl)-1,1-dimethylurea